O1C2=C(OCC1)C=C(C=C2)C=2C(=CC=CC2)C 3-(2,3-dihydrobenzo[b][1,4]dioxin-6-yl)-2-methylbenzene